11Z,13E,15E-pentaenoic acid C(C=CCC)(=O)O